BrC=1C=CC(=NC1)C(=O)OC(C)(C)C tert-butyl 5-bromopicolinate